NC1=NC=C(C=C1C(=O)OCC1=CC=CC=C1)C=1C=NN(C1)CCOCCOCC#CC1=CC2=C(N(C(N2C)=O)C2C(NC(CC2)=O)=O)C=C1 benzyl 2-amino-5-(1-[2-[2-([3-[1-(2,6-dioxopiperidin-3-yl)-3-methyl-2-oxo-1,3-benzodiazol-5-yl]prop-2-yn-1-yl]oxy)ethoxy]eth-yl]pyrazol-4-yl)pyridine-3-carboxylate